CN1N=CC(=C1C1=C2C(=NC(=C1)N1[C@@H](COCC1)C)C(=NS2)C2=CC=NN2C2OCCCC2)C (3R)-4-(7-(1,4-dimethyl-1H-pyrazol-5-yl)-3-(1-(tetrahydro-2H-pyran-2-yl)-1H-pyrazol-5-yl)isothiazolo[4,5-b]pyridin-5-yl)-3-methylmorpholine